3-amino-N-(5-(3-((1R,3S)-3-(trifluoromethoxy)cyclopentyl)phenyl)-4-(2-(trifluoromethyl)phenyl)pyrimidin-2-yl)benzenesulfonamide NC=1C=C(C=CC1)S(=O)(=O)NC1=NC=C(C(=N1)C1=C(C=CC=C1)C(F)(F)F)C1=CC(=CC=C1)[C@H]1C[C@H](CC1)OC(F)(F)F